9-[(2R,4S,5R)-4-[(tert-butyldimethylsilyl)oxy]-5-(hydroxymethyl)oxolan-2-yl]-2-{[(4-methoxyphenyl)diphenylmethyl]amino}-1H-purin-6-one [Si](C)(C)(C(C)(C)C)O[C@H]1C[C@@H](O[C@@H]1CO)N1C=2N=C(NC(C2N=C1)=O)NC(C1=CC=CC=C1)(C1=CC=CC=C1)C1=CC=C(C=C1)OC